2-((1R,5s)-6-oxa-3-azabicyclo[3.1.1]hept-3-yl)quinoline-6-carboxylic acid methyl ester COC(=O)C=1C=C2C=CC(=NC2=CC1)N1C[C@@H]2O[C@H](C1)C2